ethyl 4-(4-(isobutyryloxy)-3-methoxyphenyl)-6-methyl-2-thioxo-1,2,3,4-tetrahydropyrimidine-5-carboxylate C(C(C)C)(=O)OC1=C(C=C(C=C1)C1NC(NC(=C1C(=O)OCC)C)=S)OC